3-{[1-methyl-4-(1-methylimidazole-2-amido)pyrrol-2-yl]formamido}propanoic acid CN1C(=CC(=C1)NC(=O)C=1N(C=CN1)C)C(=O)NCCC(=O)O